FC1=C(C#N)C=CC(=C1)C=1C2=C(C=NC1C=1C=C3CC(N(C3=CC1)C)=O)N(C=N2)CC2CCN(CC2)C 2-fluoro-4-(6-(1-methyl-2-oxoindolin-5-yl)-3-((1-methylpiperidin-4-yl)methyl)-3H-imidazo[4,5-c]pyridin-7-yl)benzonitrile